FC=1C=C(N2N=C(N=CC21)N[C@H]2[C@@H](COCC2)O)C2=NC(=CC=C2)C (3S,4R)-4-((5-fluoro-7-(6-methylpyridin-2-yl)pyrrolo[2,1-f][1,2,4]triazin-2-yl)amino)tetrahydro-2H-pyran-3-ol